tert-butyl (S)-4-(7-chloro-6-fluoro-1-(2-isopropyl-4-methylpyridin-3-yl)-2-oxo-1,2-dihydro pyrido[2,3-d]pyrimidin-4-yl)-3-methylpiperazine-1-carboxylate ClC=1C(=CC2=C(N(C(N=C2N2[C@H](CN(CC2)C(=O)OC(C)(C)C)C)=O)C=2C(=NC=CC2C)C(C)C)N1)F